FC1(CC(C1)C(NC(=O)C1=CC=NN1CC)C=1OC2=C(N1)C=C(C=C2)CN2C(NC(C2)C(F)(F)F)=O)F N-((3,3-difluorocyclobutyl)(5-((2-oxo-4-(trifluoromethyl)imidazolidin-1-yl)methyl)benzo[d]oxazol-2-yl)methyl)-1-ethyl-1H-pyrazole-5-carboxamide